N1C(=CCC1)C=1C=CC(=NC1)C 5-(4,5-dihydro-1H-pyrrole-2-yl)-2-methylpyridine